C(C)OC(C(C(C1=C(C(=C(C(=C1[2H])[2H])[2H])[2H])[2H])([2H])[2H])N1C(C=C(C(=C1)OC)C1=C(C=CC(=C1)Cl)C(C)=O)=O)=O 2-[4-(2-acetyl-5-chloro-phenyl)-5-methoxy-2-oxo-1-pyridinyl]-3,3-dideutero-3-(2,3,4,5,6-pentadeutero-phenyl)propionic acid ethyl ester